ClC1=CNC2=C(C=CC(=C12)F)NS(=O)(=O)C=1SC=C(N1)C(F)(F)F N-(3-chloro-4-fluoro-1H-indol-7-yl)-4-(trifluoromethyl)-1,3-thiazole-2-sulfonamide